6-(6-chloro-2,5-dimethyl-pyrimidin-4-yl)-N-(2,5-difluorophenyl)-7,8-dihydro-5H-1,6-naphthyridin-3-amine ClC1=C(C(=NC(=N1)C)N1CC=2C=C(C=NC2CC1)NC1=C(C=CC(=C1)F)F)C